(R)-N4-(1-(3-amino-5-(trifluoromethyl)phenyl)ethyl)-N2,N2-dimethyl-6-(4-methylpiperazin-1-yl)pyrido[3,4-d]pyrimidine-2,4-diamine NC=1C=C(C=C(C1)C(F)(F)F)[C@@H](C)NC=1C2=C(N=C(N1)N(C)C)C=NC(=C2)N2CCN(CC2)C